N1=CN=C(C2=C1NC=C2)C=2C(=NC=CC2)NC=2C=CC(=C(C2)NC(C2=CC(=CC(=C2)F)C(C)(C)C#N)=O)F N-(5-(3-(7H-pyrrolo[2,3-d]pyrimidin-4-yl)pyridin-2-ylamino)-2-fluorophenyl)-3-(2-cyanopropan-2-yl)-5-fluorobenzamid